FC(CN1N=CC=2C1=NC(=CN2)N2CCC1(CC(N(C1)CC1=NC(=CC=C1)C(F)(F)F)=O)CC2)F 8-[1-(2,2-difluoroethyl)-1H-pyrazolo[3,4-b]pyrazin-6-yl]-2-{[6-(trifluoromethyl)pyridin-2-yl]methyl}-2,8-diazaspiro[4.5]decan-3-one